3-bromo-N-(cyclohexylmethyl)-4-nitroaniline BrC=1C=C(NCC2CCCCC2)C=CC1[N+](=O)[O-]